C(C1=CC=CC=C1)NC1=NC=2N(C3=CC=CC=C13)N=CC2 N-Benzylpyrazolo[1,5-a]quinazolin-5-amine